ethyl carbonate hemi-fumarate C(\C=C\C(=O)O)(=O)O.C(OCC)(O)=O.C(C)OC(O)=O